methyl 3-azabicyclo[3.2.0]heptane-6-carboxylate C12CNCC2C(C1)C(=O)OC